4-(difluoromethyl)-1H-1,2,3-triazol-1-yl-6-methoxypyrimidine FC(C=1N=NN(C1)C1=NC(=CC=N1)OC)F